C1(=CC=CC=C1)[C@H](C(N)C1=CC=CC=C1)N (R)-1,2-diphenylethylenediamine